C(C)(C)(C)OC(=O)N1CCN(CC1)C1=NC(=C(C=C1)[N+](=O)[O-])N.FC(C1=CC2=COC=C2C=C1)(F)F 5-(trifluoromethyl)isobenzofuran tert-butyl-4-(6-amino-5-nitro-2-pyridyl)piperazine-1-carboxylate